CN1N=CC2=CC(=CC=C12)CNC(=O)[C@H]1N(C[C@@H](C1)CC1=CC=C(C=C1)C)C(=O)[C@@H]1N(CCC[C@@H]1C(=O)OC)C(=O)OCC1=CC=CC=C1 O1-Benzyl O3-methyl (2R,3S)-2-[(2S,4R)-2-[(1-methylindazol-5-yl)methylcarbamoyl]-4-(p-tolylmethyl)pyrrolidine-1-carbonyl]piperidine-1,3-dicarboxylate